tert-butyl 3-allyl-3-(1-hydroxyallyl)azetidine-1-carboxylate C(C=C)C1(CN(C1)C(=O)OC(C)(C)C)C(C=C)O